BrCC1=NC(=NC=C1)C1=CC(=CC=C1)OC (bromomethyl)-2-(3-methoxyphenyl)pyrimidine